dimethyl-phenylene diisocyanate CC=1C(=C(C(=CC1)N=C=O)N=C=O)C